3-(ethylsulfanyl)-2-(tributylstannyl)pyridine C(C)SC=1C(=NC=CC1)[Sn](CCCC)(CCCC)CCCC